C(C)OCCN(C(C(C)C)=O)C N-(2-ethoxyethyl)-N,2-dimethyl-propionamide